C1(CC1)C=1N=CN(C1)C=1C=C(C=CC1C)C1=NNC2=CC=C(C=C12)C1=NN=CN1C(C)C 3-(3-(4-cyclopropyl-1H-imidazol-1-yl)-4-methylphenyl)-5-(4-isopropyl-4H-1,2,4-triazol-3-yl)-1H-indazole